(1R,9S)-9-ethyl-5-fluoro-9-hydroxy-1-(hydroxymethyl)-4-methyl-2,3,12,15-tetrahydrobenzo[de]pyrano[3',4':6,7]indolizino[1,2-b]quinoline-10,13(1H,9H)-dione C(C)[C@]1(C(OCC=2C(N3CC=4C(=NC=5C=C(C(=C6C5C4[C@@H](CC6)CO)C)F)C3=CC21)=O)=O)O